N[C@@H](C)C=1N(S(C2=C(C1)C=NC=C2)(=O)=O)C2=CC=CC=C2 (S)-3-(1-aminoethyl)-2-phenyl-2H-pyrido[3,4-e][1,2]Thiazine-1,1-dioxide